[C@@H]1([C@H](O)[C@H](O)[C@@H](CO)O1)C1CNC(=O)NC1=O dihydro-pseudouridine